FC1(CN(C1)C=1N=CC(=NC1)C(=O)NC=1N=C(C=2N(C1)C=C(N2)C)OC)CNC 5-[3-fluoro-3-(methylaminomethyl)azetidin-1-yl]-N-(8-methoxy-2-methyl-imidazo[1,2-a]pyrazin-6-yl)pyrazine-2-carboxamide